C1(CCC1)N(C1=CC=C2C(=N1)N(N=C2C=2C(=C(C(=C(C2)C(F)(F)F)F)O)F)C)C 3-(6-(Cyclobutyl(methyl)amino)-1-methyl-1H-pyrazolo[3,4-b]pyridin-3-yl)-2,6-difluoro-5-(trifluoromethyl)phenol